C(C=C)C=1C=C(C(=CC1)OC)O 3-allyl-6-methoxyphenol